C1(=CC=CC=C1)COC(=O)N[C@@H](CC(C)C)C(=O)N[C@@H](CC(C)C)C(=O)NC(CC(C)C)C=O (S)-N-[(phenylmethoxy)carbonyl]-L-leucyl-N-(1-formyl-3-methylbutyl)-L-Leucinamide